1-(2-fluoro-6-(trifluoromethyl)benzyl)urea FC1=C(CNC(=O)N)C(=CC=C1)C(F)(F)F